N(=C=S)C=1C=C2C(=C(NC2=CC1)C1=CC=CC=C1)C(C[N+](=O)[O-])C1=CC=CC=C1 5-isothiocyanato-3-(2-nitro-1-phenylethyl)-2-phenyl-1H-indole